COC1=NC=C(C#N)C(=C1)C 6-methoxy-4-methyl-nicotinonitrile